C(C)C=1C(=NC2=CC(=C(C=C2C1)F)C(=O)N1[C@@H](CN(CC1)C(=O)OC(C)(C)C)CCO)OC tert-butyl (R)-4-(3-ethyl-6-fluoro-2-methoxyquinoline-7-carbonyl)-3-(2-hydroxyethyl)piperazine-1-carboxylate